FC1=C2C(=NC=3N(C2=CC=C1F)C=NN3)N(C)C3=CC(=CC(=C3)C#CC3(CC3)C(F)(F)F)F 6,7-difluoro-N-(3-fluoro-5-((1-(trifluoromethyl)cyclopropyl)ethynyl)phenyl)-N-methyl-[1,2,4]triazolo[4,3-a]quinazolin-5-amine